BrC(C(=O)NC1=NC=C(C=C1)CC1CCCCC1)C 2-bromo-N-(5-(cyclohexylmethyl)pyridin-2-yl)propionamide